C(=O)O.NC1=NN=C(C2=CC(=CC=C12)C=1C(=C(C=C(C1)P(=O)(C)C)B(O)O)F)C [3-(1-amino-4-methylphthalazin-6-yl)-5-dimethylphosphoryl-2-fluorophenyl]boronic acid formate